[N+](=O)([O-])C1=CC2=C(N=C(S2)NS(=O)=O)C=C1.[Na] sodium N-(6-nitro-1,3-benzothiazol-2-yl)sulfonamide